2-methoxyethyl acrylate (2-methoxyethoxy acrylate) COCCOC(C(=O)O)=C.C(C=C)(=O)OCCOC